C1(CC1)C1=C(C(=NO1)C1CCC2(CC2)CC1)CO[C@H]1[C@@H]2CN([C@H](C1)C2)C=2SC1=C(N2)C(=CC(=C1)C(=O)O)[C@@H]1COCC1 2-((1S,4S,5R)-5-((5-cyclopropyl-3-(spiro[2.5]oct-6-yl)isoxazol-4-yl)methoxy)-2-azabicyclo[2.2.1]heptan-2-yl)-4-((R)-tetrahydrofuran-3-yl)benzo[d]thiazole-6-carboxylic acid